4,4'-Biphenylformic acid C1(=CC=C(C=C1)C1=CC=CC=C1)C(=O)O